allylazole C(C=C)C=1NC=CC1